(3S)-3-pyrimidin-5-yl-isoxazolidine HCl salt Cl.N1=CN=CC(=C1)[C@H]1NOCC1